The molecule is an azaphilone that is 9a,9b-dihydro-1H-furo[2,3-h]isochromene-6,8(6aH,9H)-dione substituted by a hydroxy group at position 1, methyl groups at positions 3 and 6a and a 2-methylbutanoyl group at position 9. It has been isolated from the culture of the mangrove endophytic fungus Penicillium chermesinum. It has a role as a Penicillium metabolite. It is a gamma-lactone, an azaphilone, an enone, an organic heterotricyclic compound and a secondary alcohol. CC[C@H](C)C(=O)[C@@H]1[C@H]2[C@@H]3[C@H](OC(=CC3=CC(=O)[C@@]2(OC1=O)C)C)O